[N+](=O)([O-])C1=CC=C(C=C1)N1CCC(CC1)CCO 2-(1-(4-nitrophenyl)piperidin-4-yl)ethane-1-ol